OCCOC=1C(C(=O)[O-])=CC=CC1 2-hydroxyethyl-salicylate